3-(2,3,4-trifluorophenyl)acryloyl chloride FC1=C(C=CC(=C1F)F)C=CC(=O)Cl